2-methoxyquinolin-3-amine COC1=NC2=CC=CC=C2C=C1N